(2R,3R,4R,5S)-2-(hydroxymethyl)-1-[6-({3-methyl-5-[(morpholin-4-yl)methyl]phenyl}amino)hexyl]piperidine-3,4,5-triol OC[C@H]1N(C[C@@H]([C@H]([C@@H]1O)O)O)CCCCCCNC1=CC(=CC(=C1)CN1CCOCC1)C